FC(OC1=C(C(=O)N(C)CC2=CC(=CC=C2)F)C=C(C=N1)C(F)(F)F)F 2-(difluoromethoxy)-N-(3-fluorobenzyl)-N-methyl-5-(trifluoromethyl)nicotinamide